C(C)(=O)C=1C(OC2=C(C1N1CCOCC1)C=CC(=C2)NC2=NC=C(C(=C2)C2=C(C=C(C=C2)F)OC)F)=O 3-acetyl-7-{[5-fluoro-4-(4-fluoro-2-methoxyphenyl)pyridin-2-yl]amino}-4-morpholino-2H-benzopyran-2-one